CC1C2=CC=CC=C2C=2CCCC(C12)[Ti](OC)(OC)OC 9-methyl-1,2,3,4-tetrahydrofluorenyl-trimethoxytitanium